(2-((3r,4r)-3-amino-4-fluoropiperidin-1-yl)-5,6-difluoro-1H-benzo[d]imidazol-1-yl)-N-(2,2-difluoroethyl)-N-methylacetamide N[C@@H]1CN(CC[C@H]1F)C1=NC2=C(N1CC(=O)N(C)CC(F)F)C=C(C(=C2)F)F